8-(4-chloro-2-(difluoromethyl)phenyl)-9-(4-((1-(3-fluoropropyl)azetidin-3-yl)methyl)phenyl)-6,7-dihydro-5H-benzo[7]annulene-3-carboxylic acid ClC1=CC(=C(C=C1)C=1CCCC2=C(C1C1=CC=C(C=C1)CC1CN(C1)CCCF)C=CC(=C2)C(=O)O)C(F)F